2-isopropoxy-2-oxo-1,3,2-dioxaphosphine C(C)(C)OP1(OC=CCO1)=O